NC1(CCN(CC1)C=1N=C(C2=C(N1)NC=C2Br)C#N)C2=CC=CC=C2 2-(4-amino-4-phenylpiperidine-1-yl)-5-bromo-7H-pyrrolo[2,3-d]pyrimidine-4-carbonitrile